(2-ethoxy-1,1-difluoro-2-oxoethyl)zinc (II) bromide [Br-].C(C)OC(C(F)(F)[Zn+])=O